Chinolin-N-Oxid [N+]1(=CC=CC2=CC=CC=C12)[O-]